OC1=CC=C(C=C1)C1=CC2(CC(CC2(C1)C)O)C (±)-endo-7-(4-Hydroxyphenyl)-1,5-dimethylbicyclo[3.3.0]oct-6-en-3-ol